D-leucyl-L-alanine N[C@H](CC(C)C)C(=O)N[C@@H](C)C(=O)O